[5-(aminomethyl)-4-fluoro-1-oxo-isoindolin-2-yl]piperidine-2,6-dione NCC=1C(=C2CN(C(C2=CC1)=O)N1C(CCCC1=O)=O)F